C[Si](CCOCN1N=C(N=C1)C=1C=NC=CC1)(C)C 3-(1-((2-(trimethylsilyl)ethoxy)methyl)-1H-1,2,4-triazol-3-yl)pyridine